2-[4-(aminomethyl)-1-piperidyl]benzonitrile NCC1CCN(CC1)C1=C(C#N)C=CC=C1